di(tert-butylphenyl)pentaerythritol diphosphite OP(O)OP(O)O.C(C)(C)(C)C1=C(C=CC=C1)C(O)(C(CO)(CO)CO)C1=C(C=CC=C1)C(C)(C)C